3-[5-[[1-[2-(aminomethyl)-3,3-difluoro-allyl]-5-oxo-1,2,4-triazol-4-yl]methyl]-2-thienyl]-N,N-dimethyl-benzenesulfonamide NCC(CN1N=CN(C1=O)CC1=CC=C(S1)C=1C=C(C=CC1)S(=O)(=O)N(C)C)=C(F)F